C(C=1C(C(=O)[O-])=CC(C(=O)[O-])=C(C(=O)OCC=C)C1)(=O)OCC=C Diallyl pyromellitate